2-Chloro-6-(1-tetrahydrofuran-2-ylethylamino)-9-(tetrahydrofuran-2-yl)purin ClC1=NC(=C2N=CN(C2=N1)C1OCCC1)NC(C)C1OCCC1